6-bromo-8-(4-(tert-butyl)phenyl)imidazo[1,2-a]pyrazine BrC=1N=C(C=2N(C1)C=CN2)C2=CC=C(C=C2)C(C)(C)C